(rac)-Cis-7-cyclobutoxy-N-(1-(2-fluorocyclopropyl)-2-oxo-1,2-dihydropyridin-3-yl)-2-(1-(fluoromethyl)-2-oxabicyclo[2.1.1]hexan-4-yl)imidazo[1,2-a]pyrimidine-6-carboxamide C1(CCC1)OC1=NC=2N(C=C1C(=O)NC=1C(N(C=CC1)C1C(C1)F)=O)C=C(N2)[C@@]21CO[C@@](C2)(C1)CF